ClC1=C2CC(CC2=CC=C1)N 4-Chloroindan-2-amine